FC1(CC1)S(=O)(=O)N[C@@H]1CN(CC1)C1=NO[C@@H](C1)C1=NC=C(C=C1C1=C(C=C(C=C1F)F)F)C 1-fluoro-N-[(3S)-1-{(5S)-5-[5-methyl-3-(2,4,6-trifluorophenyl)pyridin-2-yl]-4,5-dihydro-1,2-oxazol-3-yl}pyrrolidin-3-yl]cyclopropane-1-sulfonamide